benzyl (1s,4s)-4-([[1-(2,6-dioxopiperidin-3-yl)-3-methyl-2-oxo-1,3-benzodiazol-5-yl]amino]methyl)cyclohexane-1-carboxylate O=C1NC(CCC1N1C(N(C2=C1C=CC(=C2)NCC2CCC(CC2)C(=O)OCC2=CC=CC=C2)C)=O)=O